fluoranthen-3-ylboronic acid C1=CC(=C2C=CC=C3C4=CC=CC=C4C1=C23)B(O)O